C(C1=CC=CC=C1)C1(CCCCC1)C#N 1-benzylcyclohexane-1-carbonitrile